C(C1=CC=CC=C1)OC1CCC(CC1)OCC1N(CCCC1=O)C(=O)OC(C)(C)C tert-butyl 2-({[4-(benzyloxy)cyclohexyl]oxy}methyl)-3-oxopiperidine-1-carboxylate